TBDPStert-butyldiphenylsilane [Si](C1=CC=CC=C1)(C1=CC=CC=C1)(C(C)(C)C)[Si](C1=CC=CC=C1)(C1=CC=CC=C1)C(C)(C)C